ClC1=C(C=C(C=C1N1[C@H](CN(CC1)C([C@](C(F)(F)F)(C)O)=O)C)C#N)NC1=NC=2N(C(=N1)NC1CC1)N=CC2C#N 2-({2-Chloro-5-cyano-3-[(2S)-2-methyl-4-[(2S)-3,3,3-trifluoro-2-hydroxy-2-methylpropanoyl]piperazin-1-yl]phenyl}amino)-4-(cyclopropylamino)pyrazolo[1,5-a][1,3,5]triazine-8-carbonitrile